(2-ethylbenzothiazol-4-yl)boric acid C(C)C=1SC2=C(N1)C(=CC=C2)OB(O)O